C2-chloro-5-(dimethylphosphoryl)pyrimidine ClC1=NC=C(C=N1)P(=O)(C)C